(2R)-2-(6-{5-chloro-2-[(oxetan-3-yl)amino]pyrimidin-4-yl}-1-oxo-2,3-dihydro-1H-isoindol-2-yl)-N-[(1R)-1-[6-(4-methylpiperazin-1-yl)pyridin-2-yl]ethyl]propanamide ClC=1C(=NC(=NC1)NC1COC1)C1=CC=C2CN(C(C2=C1)=O)[C@@H](C(=O)N[C@H](C)C1=NC(=CC=C1)N1CCN(CC1)C)C